1-(4-bromo-2-sulfo-6-(trifluoromethyl)phenoxy)-22-carboxy-1,10,19,24-tetraoxo-3,6,12,15-tetraoxa-9,18,23-triazahentetracontan-41-oic acid BrC1=CC(=C(OC(COCCOCCNC(COCCOCCNC(CCC(NC(CCCCCCCCCCCCCCCCC(=O)O)=O)C(=O)O)=O)=O)=O)C(=C1)C(F)(F)F)S(=O)(=O)O